N=1C2=C(C(C=CC1)=O)C=CC=C2 benzo[b]azepin-5-one